(3,7-dimethyl-1-octyl) dithiophosphate chromium [Cr+3].P(=S)(SCCC(CCCC(C)C)C)([O-])[O-].CC(CCSP(=S)([O-])[O-])CCCC(C)C.CC(CCSP(=S)([O-])[O-])CCCC(C)C.[Cr+3]